(R)-ethyl 2-((2S,3R,6S)-2,3-bis(4-chlorophenyl)-5-oxo-6-(4-((trifluoromethyl)sulfonyl)benzyl)morpholino)pentanoate ClC1=CC=C(C=C1)[C@@H]1O[C@H](C(N([C@@H]1C1=CC=C(C=C1)Cl)[C@@H](C(=O)OCC)CCC)=O)CC1=CC=C(C=C1)S(=O)(=O)C(F)(F)F